(R)-(3-(3-cyclopropyl-1,2,4-thiadiazol-5-yl)-8-methyl-5,6-dihydro-[1,2,4]triazolo[4,3-a]pyrazin-7(8H)-yl)(2-fluoro-4-(thiophen-2-yl)phenyl)methanone C1(CC1)C1=NSC(=N1)C1=NN=C2N1CCN([C@@H]2C)C(=O)C2=C(C=C(C=C2)C=2SC=CC2)F